1-Pyridin-3-yl-1H-[1,2,3]triazole-4-carboxylic acid {2-[4-(2,5-difluoro-phenoxy)-piperidin-1-yl]-2-oxo-ethyl}-amide FC1=C(OC2CCN(CC2)C(CNC(=O)C=2N=NN(C2)C=2C=NC=CC2)=O)C=C(C=C1)F